5-(2-(3-(trifluoromethyl)-5-methoxyphenylamino)-5-fluoropyrimidin-4-ylamino)-7-methylbenzo[d]oxazol-2(3H)-one trifluoroacetate salt FC(C(=O)O)(F)F.FC(C=1C=C(C=C(C1)OC)NC1=NC=C(C(=N1)NC=1C=C(C2=C(NC(O2)=O)C1)C)F)(F)F